N-((4-([1,1'-biphenyl]-3-yl)pyridin-2-yl)methyl)-2,3-dihydro-5H-benzo[e][1,4]oxathiepine-8-carboxamide 1,1-dioxide C1(=CC(=CC=C1)C1=CC(=NC=C1)CNC(=O)C=1C=CC2=C(S(CCOC2)(=O)=O)C1)C1=CC=CC=C1